6-(4-(tert-butoxycarbonyl)piperazine-1-yl)pyridazine-3-carboxylic acid C(C)(C)(C)OC(=O)N1CCN(CC1)C1=CC=C(N=N1)C(=O)O